ClC1=C(C=CC=C1)C1=CC2=C(N=C(N=C2)NC=2C=NC=CC2)N(C1=O)C 6-(2-chlorophenyl)-8-methyl-2-(pyridin-3-ylamino)pyrido[2,3-d]pyrimidin-7(8H)-one